O1C=NC(C=C1)=O [1,3]oxazin-4-one